CC1=NC(=CC(=N1)NC1=NN2C(C=C(C=C2)C2=C(C=NC(=C2)C)OCCC(C)(O)C)=C1)C 4-[[4-[2-[(2,6-dimethylpyrimidin-4-yl)amino]pyrazolo[1,5-a]pyridin-5-yl]-6-methyl-3-pyridyl]oxy]-2-methyl-butan-2-ol